NC1=NNC2=CC=C(C=C12)C1=C2C(=NC=C1)NC(=C2)C=2C=C(C=C(C2)F)O 3-(4-(3-Amino-1H-indazol-5-yl)-1H-pyrrolo[2,3-b]pyridin-2-yl)-5-fluorophenol